Cl.N[C@H](C(=O)OC(C)C)C isopropyl (2S)-2-aminopropanoate hydrochloride